3-(tert-Butyl)-N-(4-(2-(1-isopropyl-3,5-dimethyl-1H-pyrazol-4-yl)-3H-imidazo[4,5-b]pyridin-7-yl)-2-(methylsulfonyl)benzyl)-1,2,4-oxadiazole-5-carboxamide C(C)(C)(C)C1=NOC(=N1)C(=O)NCC1=C(C=C(C=C1)C1=C2C(=NC=C1)NC(=N2)C=2C(=NN(C2C)C(C)C)C)S(=O)(=O)C